2,3,4-tri-O-acetyl-α-L-arabinopyranosyl bromide CC(=O)O[C@H]1CO[C@H]([C@@H]([C@H]1OC(=O)C)OC(=O)C)Br